FC1=CC=C(C=C1)NS(=O)(=O)C1=CNC2=NC=CC=C21 N-(4-fluorophenyl)-1H-pyrrolo[2,3-b]pyridine-3-sulfonamide